ClC1=CC=C(C=C1)C1=NOC(C1)NC(=O)C1=NOC(=N1)C N-[3-(4-chlorophenyl)-4,5-dihydroisoxazol-5-yl]-5-methyl-1,2,4-oxadiazol-3-carboxamide